2-(3-(((1S,2R,3R,5R)-2-fluoro-9-azabicyclo[3.3.1]nonan-3-yl)(methyl)amino)-1,2,4-triazin-6-yl)-5-(1H-imidazol-1-yl)phenol F[C@@H]1[C@@H]2CCC[C@H](C[C@H]1N(C=1N=NC(=CN1)C1=C(C=C(C=C1)N1C=NC=C1)O)C)N2